N-[[3-fluoro-4-[5-(trifluoromethyl)-1,2,4-oxadiazol-3-yl]phenyl]methyl]-N-methoxy-propionamide FC=1C=C(C=CC1C1=NOC(=N1)C(F)(F)F)CN(C(CC)=O)OC